N=1N=CN2C=NC(=CC21)OC2=C(C=C(C=C2)NC2=NC=NC1=CC=C(C(=C21)O[C@H]2C(CN(CC2)C)(F)F)OC(C)C)C (R)-N-(4-([1,2,4]triazolo[4,3-c]pyrimidin-7-yloxy)-3-methylphenyl)-5-((3,3-difluoro-1-methylpiperidin-4-yl)oxy)-6-isopropoxyquinazolin-4-amine